Tetradecyldimethyl(ethylbenzyl)-ammonium C(CCCCCCCCCCCCC)[N+](C(C1=CC=CC=C1)CC)(C)C